methoxyacetic acid 6-tert-butyl-8-fluoro-2,3-dimethyl-quinolin-4-yl ester C(C)(C)(C)C=1C=C2C(=C(C(=NC2=C(C1)F)C)C)OC(COC)=O